ClC1=C(C=C(C=2C3=C(NC12)C[C@H](N(C3)C(COC)=O)C)C3=NN(C=C3)C)Cl (R)-1-(6,7-dichloro-3-methyl-9-(1-methyl-1H-pyrazol-3-yl)-1,3,4,5-tetrahydro-2H-pyrido[4,3-b]indol-2-yl)-2-methoxyethan-1-one